C(C)(=O)OC\C=C/COC(C)=O 1,4-diacetoxy-(Z)-but-2-ene